[2-[3-[5-methyl-1-[4-(trifluoromethoxy)phenyl]pyrazol-3-yl]cyclobutoxy]ethyl]morpholine CC1=CC(=NN1C1=CC=C(C=C1)OC(F)(F)F)C1CC(C1)OCCN1CCOCC1